C[C@@H]1CN(C(O1)=O)C1=CC=C(C=C1)CC=1C(NC2=CC=NC=C2C1)=O |o1:1| (R or S)-5-methyl-3-(4-((2-oxo-1,2-dihydro-1,6-naphthyridin-3-yl)methyl)phenyl)oxazolidin-2-one